FC1([C@@H](CNC[C@@H]1C)O)F (3R,5S)-4,4-difluoro-5-methylpiperidin-3-ol